(2S,3R)-octane-2,3-diol C[C@@H]([C@@H](CCCCC)O)O